(3-methyloxetan-3-yl)-(4-nitrophenyl) carbonate C(OC1=C(C=C(C=C1)[N+](=O)[O-])C1(COC1)C)([O-])=O